1-(4-hydroxy-3-methoxyphenyl)-3-decanone OC1=C(C=C(C=C1)CCC(CCCCCCC)=O)OC